[(2R,5S)-2-(2-amino-1,3-benzothiazol-5-yl)-5-methyl-1-piperidyl]-N-(6-amino-5-ethyl-3-pyridyl)-2-oxo-acetamide NC=1SC2=C(N1)C=C(C=C2)[C@@H]2N(C[C@H](CC2)C)C(C(=O)NC=2C=NC(=C(C2)CC)N)=O